ClC1=C(C=CC(=C1)Cl)NC(=O)NC1=CC(=C(C=C1)F)C(=O)C=1C=C2N=C(C=NC2=CC1)N1CCOCC1 (2,4-dichlorophenyl)-3-(4-fluoro-3-(3-morpholinoquinoxaline-6-carbonyl)phenyl)urea